3-ethyl-10-hexyl-8,13-dioxo-7,9,14-trioxa-3-azaheptadecan-17-yl (9Z,12Z)-octadeca-9,12-dienoate C(CCCCCCC\C=C/C\C=C/CCCCC)(=O)OCCCOC(CCC(OC(OCCCN(CC)CC)=O)CCCCCC)=O